NC1(C2CCC(C1)N2C=2N(C(C1=C(N2)NC=C1C1=C(C2=CN(N=C2C=C1)C)Cl)=O)C)C 2-[(Endo)-2-amino-2-methyl-7-azabicyclo[2.2.1]heptan-7-yl]-5-(4-chloro-2-methyl-2H-indazol-5-yl)-3-methyl-3H,4H,7H-pyrrolo[2,3-d]pyrimidin-4-one